S-Glutathionyl-L-cysteine C(CC(=O)N[C@@H](CSSC[C@@H](C(=O)O)N)C(=O)NCC(=O)O)[C@@H](C(=O)O)N